4-chloro-N-(4-hydroxy-5-(4-(trifluoromethyl)-1H-pyrrol-2-yl)pyridin-2-yl)benzamide ClC1=CC=C(C(=O)NC2=NC=C(C(=C2)O)C=2NC=C(C2)C(F)(F)F)C=C1